2-methyl-3-(5-nitro-1H-indol-3-yl)-1-(3,4,5-trimethoxyphenyl)propan-2-en-1-one CC(C(=O)C1=CC(=C(C(=C1)OC)OC)OC)=CC1=CNC2=CC=C(C=C12)[N+](=O)[O-]